FC1=C(C=C(C(=C1F)C(C)C)OC)B(O)O (2,3-Difluoro-4-isopropyl-5-methoxyphenyl)boronic acid